C(C1=CC=CC=C1)OC1=NC(=CC=C1NC1=CC(=C(C=C1)[C@@H]1[C@H](CN(CC1)C(=O)OC(C)(C)C)OC)F)OCC1=CC=CC=C1 tert-butyl (3R,4R)-4-[4-[(2,6-dibenzyloxy-3-pyridyl)amino]-2-fluoro-phenyl]-3-methoxy-piperidine-1-carboxylate